tris(triethylsilane) phosphite P(O)(O)O.C(C)[SiH](CC)CC.C(C)[SiH](CC)CC.C(C)[SiH](CC)CC